methyl-(pyrrolidin-3-yl)sulfamic acid (2-((4-(N-(3-bromo-4-fluorophenyl)-N'-hydroxyamidino)-1,2,5-oxadiazol-3-yl) amino) ethyl) ester BrC=1C=C(C=CC1F)NC(=NO)C=1C(=NON1)NCCOS(N(C1CNCC1)C)(=O)=O